(4-Amino-1-methyl-1H-pyrazole-3-carbonyl)glycine benzyl ester C(C1=CC=CC=C1)OC(CNC(=O)C1=NN(C=C1N)C)=O